C1(=CC=CC=C1)C1=CC(=C(C(=C1)C1=CC=CC=C1)C(=O)O)C1=CC=CC=C1 1,3,5-triphenyl-(4-carboxybenzene)